1-(2-(3-(trifluoromethyl)benzyl)pyridin-4-yl)-1,5,6,7-tetrahydro-4H-pyrazolo[4,3-c]pyridin-4-one FC(C=1C=C(CC2=NC=CC(=C2)N2N=CC=3C(NCCC32)=O)C=CC1)(F)F